C(C)(C)(C)N1N=CC2=NC(=C(C=C21)OC)C2=C(C(=CC=C2)C)C 1-(tert-butyl)-5-(2,3-dimethylphenyl)-6-methoxy-1H-pyrazolo[4,3-b]pyridine